OS(=O)(=O)C(F)(F)F triflic acid